N-(3-chloro-4-(6-cyano-5-fluoropyridin-2-yl)phenyl)-4-methylbenzenesulfonamide ClC=1C=C(C=CC1C1=NC(=C(C=C1)F)C#N)NS(=O)(=O)C1=CC=C(C=C1)C